(8-hydroxypyrido[2,3-d]pyridazin-5-yl)-3-methoxybenzaldehyde OC=1N=NC(=C2C1N=CC=C2)C2=C(C=O)C=CC=C2OC